3-{4-amino-2-[(1S)-1-(4-fluorophenyl)ethoxy]phenyl}-5-[(pyrazin-2-yl)amino]-1-{[2-(trimethylsilyl)ethoxy]methyl}-1H-pyrazole-4-carboxamide NC1=CC(=C(C=C1)C1=NN(C(=C1C(=O)N)NC1=NC=CN=C1)COCC[Si](C)(C)C)O[C@@H](C)C1=CC=C(C=C1)F